tert-butyl (2-(2-(pyridin-2-yl)hydrazinecarbonyl)tetrahydro-2H-pyran-4-yl)carbamate N1=C(C=CC=C1)NNC(=O)C1OCCC(C1)NC(OC(C)(C)C)=O